O=C1NC(CCC1N1C(C2=CC=CC(=C2C1=O)NCC[C@@H](OC1N(CCCC1)C(=O)[O-])C)=O)=O (1S)-3-[[2-(2,6-dioxo-3-piperidyl)-1,3-dioxo-isoindolin-4-yl] amino]-1-methyl-propoxylpiperidine-1-carboxylate